NC1CC1 1-Aminocyclopropan